C(C)OC1=CN=CC(=N1)C=1C=CC(=NC1)NC(=O)C1CCOCC1 N-(5-(6-ethoxypyrazin-2-yl)pyridin-2-yl)tetrahydro-2H-pyran-4-carboxamide